Bis(2-ethylhexyl)azelat C(C)C(COC(CCCCCCCC(=O)OCC(CCCC)CC)=O)CCCC